C1C(CC2CCCCC12)CC(CC1CC2CCCCC2C1)O 1,3-bis(octahydro-1H-inden-2-yl)propan-2-ol